C(C1=CC=CC=C1)[C@H]1N(CCN(C1)S(=O)(=O)C)C1=CC2=C(C=N1)C(=NN2)C=2C(=C(C(=C(C2)C(F)(F)F)F)O)F (R)-3-(6-(2-benzyl-4-(methylsulfonyl)piperazin-1-yl)-1H-pyrazolo[4,3-c]pyridin-3-yl)-2,6-difluoro-5-(trifluoromethyl)phenol